CC1=CC=CC(=N1)NC(=O)[C@H]1N([C@@H]2CC[C@H]1C2)C(CN2C=C(C1=CC(=CC=C21)C=2C=NC(=CC2)C)C(=O)N)=O 1-(2-((1R,3S,4S)-3-(6-methylpyridin-2-ylcarbamoyl)-2-azabicyclo[2.2.1]heptan-2-yl)-2-oxoethyl)-5-(6-methylpyridin-3-yl)-1H-indole-3-carboxamide